4-(2-(7-(cyclopropylmethoxy)-1-(trifluoromethyl)-9H-pyrido[3,4-b]indol-9-yl)ethyl)morpholine C1(CC1)COC1=CC=C2C3=C(N(C2=C1)CCN1CCOCC1)C(=NC=C3)C(F)(F)F